3-(5-bromopyrimidin-2-yl)-3-hydroxy-1-methylcyclobutane-1-carbonitrile BrC=1C=NC(=NC1)C1(CC(C1)(C#N)C)O